3-(1-isopropyl-1H-indol-5-yl)-5-(3-methoxypyridin-4-yl)-1,2,4-oxadiazole C(C)(C)N1C=CC2=CC(=CC=C12)C1=NOC(=N1)C1=C(C=NC=C1)OC